1,3-Dimethyl-6-nitro-1,3-dihydro-2H-benzo[d]imidazol-2-one CN1C(N(C2=C1C=C(C=C2)[N+](=O)[O-])C)=O